C(C)OC(=O)C1=NN(C=C1)CC(F)F 1-(2,2-difluoroethyl)-1H-pyrazole-3-carboxylic acid ethyl ester